4-[(3,5-dichloro-2-pyridyl)oxy]-4'-fluoro-2'-oxo-spiro[cyclohexane-1,3'-indoline]-5'-carboxylic acid ClC=1C(=NC=C(C1)Cl)OC1CCC2(C(NC3=CC=C(C(=C23)F)C(=O)O)=O)CC1